N,N-dimethyl-2-((4-(1-((4-methyl-4H-1,2,4-triazol-3-yl)methyl)cyclobutyl)-6-(6-(((1-methylcyclobutyl)amino)methyl)-1-oxo-4-(trifluoromethyl)isoindolin-2-yl)pyridin-2-yl)amino)acetamide CN(C(CNC1=NC(=CC(=C1)C1(CCC1)CC1=NN=CN1C)N1C(C2=CC(=CC(=C2C1)C(F)(F)F)CNC1(CCC1)C)=O)=O)C